2-(4-(3-fluoro-5-methoxy-4-((1-trityl-1H-1,2,4-triazol-3-yl)methoxy)phenyl)-3-methyl-2-oxo-6-(trifluoromethyl)-2,3-dihydro-1H-benzo[d]imidazol-1-yl)-N-(3-fluorophenyl)acetamide FC=1C=C(C=C(C1OCC1=NN(C=N1)C(C1=CC=CC=C1)(C1=CC=CC=C1)C1=CC=CC=C1)OC)C1=CC(=CC=2N(C(N(C21)C)=O)CC(=O)NC2=CC(=CC=C2)F)C(F)(F)F